O1CCN(CC1)CC1=CC=C(C=C1)C1=NC=CC(=N1)CO (2-(4-(morpholinomethyl)phenyl)pyrimidin-4-yl)methanol